7-(3-methoxy-2,6-dimethylphenyl)-1-methyl-indazole-5-carboxylic acid COC=1C(=C(C(=CC1)C)C=1C=C(C=C2C=NN(C12)C)C(=O)O)C